6-((4-phenethyl-4-(tetrahydrofuran-2-yl)piperidin-1-yl)methyl)-1H-benzo[d][1,3]oxazin-2(4H)-one C(CC1=CC=CC=C1)C1(CCN(CC1)CC1=CC2=C(NC(OC2)=O)C=C1)C1OCCC1